ClC1=C(C(=O)NC2=C(C=C(C=C2)S(N[C@H](C)C2CCN(CC2)C)(=O)=O)C)C(=CC=C1)C (R)-2-chloro-6-methyl-N-(2-methyl-4-(N-(1-(1-methylpiperidin-4-yl)ethyl)sulfamoyl)phenyl)benzamide